C(C)(C)(C)OC(=O)N1CCN(CC1)C1=NC=NC2=CC=C(C=C12)C=1C=NC(=C(C1)NS(=O)(=O)C1=C(C=C(C=C1)F)F)OC 4-(6-(5-((2,4-difluorophenyl)sulfonamido)-6-methoxypyridine-3-yl)quinazolin-4-yl)piperazine-1-carboxylic acid tert-butyl ester